(E)-6-chloro-4-(2-(3-methylbenzylidene)hydrazinyl)-1-(pyridin-3-yl)-1H-pyrazolo[3,4-d]pyrimidine ClC1=NC(=C2C(=N1)N(N=C2)C=2C=NC=CC2)N/N=C/C2=CC(=CC=C2)C